C1CCNC(=O)C1.Cl piperidone hydrochloride